COC1=C(C=C2CCN(CC2=C1)C)NC1=NC=C(C=N1)C(F)(F)F 2-((7-methoxy-2-methyl-1,2,3,4-tetrahydroisoquinolin-6-yl)amino)-5-(trifluoromethyl)pyrimidin